COC1=C(C=C(C=C1)B(O)O)C 4-methoxy-3-methylphenylboronic acid